C1N(CC12CCC2)S(=O)(=O)N 2-Azaspiro[3.3]heptane-2-sulfonamide